[Ni].C(C)(C)(C)OOC(C)(C#CC(C)(C)OOC(C)(C)C)C 2,5-Bis(tert-Butylperoxy)-2,5-dimethyl-3-hexyne nickel